4-[(3-{[(1-fluorocyclopropane-1-carbonyl)amino]-methyl}phenyl)amino]-2-[(6-methoxy-2-methyl-1,2,3,4-tetrahydroisoquinolin-7-yl)amino]-pyrimidine-5-carboxamide FC1(CC1)C(=O)NCC=1C=C(C=CC1)NC1=NC(=NC=C1C(=O)N)NC1=C(C=C2CCN(CC2=C1)C)OC